CC1=C(C(=CC=C1)C)C=1C=C2OC3=CC=CC(C(NC4=CC=CC(S(NC(N1)=N2)(=O)=O)=C4)=O)=C3 5-(2,6-dimethylphenyl)-9,9-dioxo-2-oxa-9λ6-thia-6,8,15,23-tetrazatetracyclo[15.3.1.13,7.110,14]tricosa-1(20),3,5,7(23),10(22),11,13,17(21),18-nonaen-16-one